CS(=O)(=O)CC 2-(methylsulfonyl)ethan